C(C)OC(C(CC(C)N)C)=O 4-amino-2-methylpentanoic acid ethyl ester